methyl 5'-((3-((tert-butoxycarbonyl) amino) propyl) carbamoyl)-2',6-bis(hexyloxy)-[1,1'-biphenyl]-3-carboxylate C(C)(C)(C)OC(=O)NCCCNC(=O)C=1C=CC(=C(C1)C1=CC(=CC=C1OCCCCCC)C(=O)OC)OCCCCCC